The molecule is an N-acetyl-L-amino acid that is L-isoleucine in which one of the nitrogens attached to the nitrogen is replaced by an acetyl group. It is a N-acetyl-L-amino acid, a L-isoleucine derivative and a N-acetylisoleucine. It is a conjugate acid of a N-acetyl-L-isoleucinate. CC[C@H](C)[C@@H](C(=O)O)NC(=O)C